FC(=CC12CNCC(CC1)N2C(=O)OC(C)(C)C)F tert-butyl 1-(2,2-difluorovinyl)-3,8-diazabicyclo[3.2.1]octan-8-carboxylate